FC=1C=C(OC=2N=CC3=C(N2)C(=CN3)NC(C3=C(C=C(C=C3)N3CCN(CC3)C)N(C(C(F)(F)F)=O)C3CCOCC3)=O)C=C(C1)F N-(2-(3,5-difluorophenoxy)-5H-pyrrolo[3,2-d]pyrimidin-7-yl)-4-(4-methylpiperazin-1-yl)-2-(2,2,2-trifluoro-N-(tetrahydro-2H-pyran-4-yl)acetamido)benzamide